OC1=CC(=NN1C1=NC=CC=C1)C(=O)N 5-hydroxy-1-(pyridin-2-yl)-1H-pyrazole-3-carboxamide